C(C)(=O)OCCCCCCCCCC\C=C\C=C/CC (11E,13Z)-hexadeca-(11E,13Z)-dien-1-yl acetate